C(CC\C=C\C\C=C\CCCCC)C=1C=C(C=C(O)C1)O 5-[(4E,7E)-Trideca-4,7-dienyl]resorcinol